1-(((5S,7S)-7-methyl-2-oxo-3-(3-(trifluoromethyl)pyridin-2-yl)-1-oxa-3-azaspiro[4.5]decane-7-yl)methyl)-1H-benzo[d]imidazole-6-carbonitrile C[C@]1(C[C@]2(CN(C(O2)=O)C2=NC=CC=C2C(F)(F)F)CCC1)CN1C=NC2=C1C=C(C=C2)C#N